3-[7-chloro-2-(4-chlorophenyl)-1H-indol-3-yl]-N-[(3S,4R)-4-hydroxy-2-oxo-pyrrolidin-3-yl]propanamide ClC=1C=CC=C2C(=C(NC12)C1=CC=C(C=C1)Cl)CCC(=O)N[C@@H]1C(NC[C@H]1O)=O